4-chloro-6,7-dimethoxy-3-methyl-cinnoline ClC1=C(N=NC2=CC(=C(C=C12)OC)OC)C